CC(C)[C@H]1/C=C/C(=O)NCC/C=C/[C@@H](C(=O)N1)NC(=O)[C@H](C(C)C)NC(=O)N[C@@H](C(C)C)C(=O)O The molecule is a syrbactin that has a (3E,9E)-2,7-dioxo-1,6-diazacyclododeca-3,9-diene skeleton that is substituted by an isopropyl group at position 5 and by a [(2S)-2-({[(1S)-1-carboxy-2-methylpropyl]carbamoyl}amino)-3-methylbutanoyl]nitrilo group at the 8-pro-S position. It is produced by the pathogenic bacterium Pseudomonas syringae pv. syringae. It has a role as a bacterial metabolite. It is a member of ureas, a monocarboxylic acid, a syrbactin and a homodetic cyclic peptide.